3-Amino-6-[4-(methylsulfonyl)phenyl]-N-phenyl-2-pyrazinecarboxamide NC=1C(=NC(=CN1)C1=CC=C(C=C1)S(=O)(=O)C)C(=O)NC1=CC=CC=C1